CC=1C=C(CN2C=NC(=CC2=O)C(=O)N)C=CC1 1-(3-methylbenzyl)-6-oxo-1,6-dihydropyrimidine-4-carboxamide